[5-[1-(trifluoromethyl)cyclopropyl]-2-pyridyl]methanamine FC(C1(CC1)C=1C=CC(=NC1)CN)(F)F